CN([C@H]1[C@@H](OB(OC1=O)[C@H](CC(C)C)NC([C@H]([C@@H](C)O)NC(C1=NC(=CC=C1)C1=CC=CC=C1)=O)=O)C(=O)OC)C methyl (4R,5S)-5-(dimethylamino)-2-((R)-1-((2S,3R)-3-hydroxy-2-(6-phenylpicolinamido) butanamido)-3-methylbutyl)-6-oxo-1,3,2-dioxaborinane-4-carboxylate